CC1=CC=C(/C=C/C2=CC=3C(C4=CC=CC=C4C(C3C=C2)=O)=O)C=C1 (E)-2-(4-methylstyryl)-9,10-anthraquinone